(2S,4r)-1-[(2S)-3,3-dimethyl-2-[4-[2-(1,2,4-triazol-1-yl)ethyl]triazol-1-yl]butyryl]-4-hydroxy-N-methyl-pyrrolidine-2-carboxamide CC([C@@H](C(=O)N1[C@@H](C[C@H](C1)O)C(=O)NC)N1N=NC(=C1)CCN1N=CN=C1)(C)C